Br[C@@H](C(=O)NC1=NC=C(N=C1)OC1=C(C=C(C=C1F)F)CO[Si](C)(C)C(C)(C)C)C (R)-2-bromo-N-(5-(2-(((tert-butyldimethylsilyl)oxy)methyl)-4,6-difluorophenoxy)pyrazin-2-yl)propanamide